[Sn](N=C=S)(N=C=S)(N=C=S)N=C=S tin isothiocyanate